C(C)(=O)C1=NN(C2=CC=C(C=C12)C=1C=NC(=NC1)C)CC(=O)N1[C@@H]2C[C@@H]2C[C@H]1C(=O)NC1CN(CC1)CC(F)(F)F (1R,3S,5R)-2-(2-(3-acetyl-5-(2-methylpyrimidin-5-yl)-1H-indazol-1-yl)acetyl)-N-(1-(2,2,2-trifluoroethyl)pyrrolidin-3-yl)-2-azabicyclo[3.1.0]hexane-3-carboxamide